[(Z)-(1-amino-2-methoxy-propylidene) amino](2S,5'R)-7-chloro-1',4-dimethoxy-5'-methyl-3,3'-dioxo-spiro[benzofuran-2,6'-cyclohexene]-6-carboxylate N\C(\C(C)OC)=N/C1=C([C@]2([C@@H](CC1=O)C)OC1=C(C2=O)C(=CC(=C1Cl)C(=O)[O-])OC)OC